C12CCCC(N(C1)C1=NC(=NC3=C(C(=C(C=C13)Cl)C1=CC=C(C3=C1N=C(S3)N)F)F)OC[C@]31CCCN1C[C@@H](C3)F)CN2 4-(4-(6,8-diazabicyclo-[3.2.2]nonan-6-yl)-6-chloro-8-fluoro-2-(((2R,7aS)-2-fluorotetrahydro-1H-pyrrolizin-7a(5H)-yl)methoxy)-quinazolin-7-yl)-7-fluoro-benzo[d]thiazol-2-amine